benzyl (7S)-1-oxa-6-azaspiro[3.4]octane-7-carboxylate TFA salt OC(=O)C(F)(F)F.O1CCC12CN[C@@H](C2)C(=O)OCC2=CC=CC=C2